CC=1NC2=CC=C(C=C2C1)C1(NC=CC(=N1)NC1CCN(CC1)S(=O)(=O)C)N 2-(2-methyl-1H-indol-5-yl)-N4-(1-(methylsulfonyl)piperidin-4-yl)pyrimidine-2,4-diamine